penta-2,4-diyn CC#CC#C